(S)-2-amino-1-(3-hydroxypyrrolidin-1-yl)ethan-1-one 3,4-dimethyl-8-quinolate CC=1C=NC2=C(C=CC=C2C1C)C(=O)O.NCC(=O)N1C[C@H](CC1)O